dimethyl-octadecyl-(3-(silyl)propyl)ammonium C[N+](CCC[SiH3])(CCCCCCCCCCCCCCCCCC)C